N1C=NC(=C1)C1=CC=C(C(=O)N2C[C@H]([C@@H](C2)C(=O)N[C@@H]2[C@H](C2)C2=CC=CC=C2)C(=O)N[C@@H]2[C@H](C2)C2=CC=CC=C2)C=C1 (3S,4S)-1-(4-(1H-imidazol-4-yl)benzoyl)-N3,N4-bis((1S,2R)-2-phenylcyclopropyl)pyrrolidine-3,4-dicarboxamide